(3R)-3-Amino-7-[5-(3,3-difluorocyclohexyl)-1,3,4-oxadiazol-2-yl]-8-fluoro-1,1-dioxo-5-[[4-(trifluoromethoxy)phenyl]methyl]-2,3-dihydro-1λ6,5-benzothiazepin-4-one N[C@H]1CS(C2=C(N(C1=O)CC1=CC=C(C=C1)OC(F)(F)F)C=C(C(=C2)F)C=2OC(=NN2)C2CC(CCC2)(F)F)(=O)=O